1,6-diphenylhexa-1,3,5-triene C1(=CC=CC=C1)C=CC=CC=CC1=CC=CC=C1